{(2S,4R)-4-[(4-aminophenyl)amino]-2-methyl-3,4-dihydroquinolin-1(2H)-yl}propan-1-one NC1=CC=C(C=C1)N[C@@H]1C[C@@H](N(C2=CC=CC=C12)C(CC)=O)C